ClC=1C=CC=C2C=CC=C(C12)N1CC=2N=C(N=C(C2CC1)N1C[C@H]2C[C@@H]([C@@H](C1)N2)C#N)OC[C@H]2N(CCC2)C (1R,5S,6S)-(exo)-3-(7-(8-chloronaphthalen-1-yl)-2-(((S)-1-methylpyrrolidin-2-yl)methoxy)-5,6,7,8-tetrahydropyrido[3,4-d]pyrimidin-4-yl)-3,8-diazabicyclo[3.2.1]octane-6-carbonitrile